F[C@@H]1[C@H](CN(CC1)C)NC=1N=NC(=C(N1)C)C1=CC=C2C(C=CS2)=C1O 5-(3-(((3S,4S)-4-fluoro-1-methylpiperidin-3-yl)amino)-5-methyl-1,2,4-triazin-6-yl)benzothiophen-4-ol